ethyl 3-(5-fluoropyridin-2-yl)-1-(3-oxobutan-2-yl)-1H-pyrazole-5-carboxylate FC=1C=CC(=NC1)C1=NN(C(=C1)C(=O)OCC)C(C)C(C)=O